NC=1C=C(C=CC1)N1CCC(CC1)CN1CCC2(CC(C2)NC(OCC2=CC=CC=C2)=O)CC1 benzyl (7-((1-(3-aminophenyl)piperidin-4-yl)methyl)-7-azaspiro[3.5]nonan-2-yl)carbamate